(R)-4-((1-(3-(difluoromethyl)-2-fluorophenyl)ethyl)amino)-6-(1,1-dioxidotetrahydro-2H-thiopyran-4-yl)-2,7-dimethylpyrido[3,4-d]pyrimidin-8(7H)-one FC(C=1C(=C(C=CC1)[C@@H](C)NC=1C2=C(N=C(N1)C)C(N(C(=C2)C2CCS(CC2)(=O)=O)C)=O)F)F